C(CC)C1CN(C1)C1=NC=C(C=N1)N 2-(3-propylazetidin-1-yl)pyrimidin-5-amine